9-((1-(4-(TRIFLUOROMETHYL)PYRIDIN-2-YL)-1H-PYRAZOL-4-YL)SULFONYL)-6,7,8,9-TETRAHYDRO-1H-PYRAZOLO[4,3-H]QUINOLINE FC(C1=CC(=NC=C1)N1N=CC(=C1)S(=O)(=O)N1CCCC=2C=CC3=C(C12)NN=C3)(F)F